1,3-dicyclohexyl-1H-imidazol-3-ium tetrafluoroborate F[B-](F)(F)F.C1(CCCCC1)N1C=[N+](C=C1)C1CCCCC1